6-Bromo-3-((phenylamino)methyl)-4H-chromen-4-one BrC=1C=C2C(C(=COC2=CC1)CNC1=CC=CC=C1)=O